(R)-N-(8,9-difluoro-6-oxo-1,4,5,6-tetrahydro-2H-pyrano[3,4-c]isoquinolin-1-yl)-N-methylbenzo[d]thiazole-6-carboxamide FC=1C(=CC=2C3=C(NC(C2C1)=O)COC[C@@H]3N(C(=O)C3=CC1=C(N=CS1)C=C3)C)F